(2-methylcyclopropyl)boronic acid CC1C(C1)B(O)O